CO[C@H]1CNCCC1 (3R)-3-methoxypiperidin